ClC1=NC=C(C(=C1)C1=C(C=NC(=C1)C)C(=O)NC=1SC(=NN1)[C@H]1[C@@H](C1)C(F)F)OC 2'-chloro-N-(5-((1R,2R)-2-(difluoromethyl)cyclopropyl)-1,3,4-thiadiazol-2-yl)-5'-methoxy-6-methyl-(4,4'-bipyridine)-3-carboxamide